N-(2,4-dinitrophenyl)pyridine tert-Butyl-2-(bis(4-methoxybenzyl)amino)-3-phenylpropanoate C(C)(C)(C)OC(C(CC1=CC=CC=C1)N(CC1=CC=C(C=C1)OC)CC1=CC=C(C=C1)OC)=O.[N+](=O)([O-])C1=C(C=CC(=C1)[N+](=O)[O-])N1CC=CC=C1